methyl 6-amino-3-chloro-2-fluoro-4-(5-methyl-1-(tetrahydro-2H-pyran-2-yl)-1H-indazol-4-yl)benzoate NC1=CC(=C(C(=C1C(=O)OC)F)Cl)C1=C2C=NN(C2=CC=C1C)C1OCCCC1